C(C=C)C1(CC(C2=CC(=CC(=C12)Br)Br)=C)O 1-allyl-5,7-dibromo-3-methylene-2,3-dihydro-1H-inden-1-ol